C(C1=CC=CC=C1)C1=NC(=CC(=N1)C(=O)NC1=CC(=CC2=CC=CC=C12)O)N1C[C@@H](N(CC1)C(C=C)=O)CC#N 2-benzyl-6-[(3S)-3-(cyanomethyl)-4-prop-2-enoyl-piperazin-1-yl]-N-(3-hydroxy-1-naphthyl)pyrimidine-4-carboxamide